4-(4-bromophenyl)-1,1,1-trifluorobut-2-en-2-yl acetate C(C)(=O)OC(C(F)(F)F)=CCC1=CC=C(C=C1)Br